BrC1=NC(=CC=C1)C1=NN(N=C1)C 2-bromo-6-(2-methyltriazol-4-yl)pyridine